ClC1=CC=C(C=N1)CN1C(C=CC=C1)=NC(C(F)(F)F)=O N-[1-[(6-chloro-3-pyridinyl)methyl]-2(1H)-pyridylidene]-2,2,2-trifluoroacetamide